((3R)-1-(2-((2-(2,6-dioxopiperidin-3-yl)-1,3-dioxoisoindolin-4-yl) oxy) ethyl) pyrrolidin-3-yl) carbamate C(N)(O[C@H]1CN(CC1)CCOC1=C2C(N(C(C2=CC=C1)=O)C1C(NC(CC1)=O)=O)=O)=O